C(CCCCCCCC(=O)OCCCCCCCCC)(=O)OCCC1CCN(CC1)CCSSCCN1CCC(CC1)CCO 1-(2-(1-(2-((2-(4-(2-hydroxyethyl)piperidin-1-yl)ethyl)disulfaneyl)ethyl)piperidin-4-yl)ethyl) 9-nonyl nonanedioate